FC(=CC)F difluoropropylene